BrC=1C(NC2=CC=C(C=C2C1N[C@H](CCO)C1CC1)[N+](=O)[O-])=O (R)-3-bromo-4-((1-cyclopropyl-3-hydroxypropyl)amino)-6-nitroquinolin-2(1H)-one